Racemic-tert-butyl (6R,7S)-7-cyano-6-(3-fluorophenyl)-4-azaspiro[2.4]heptane-4-carboxylate C(#N)[C@H]1[C@@H](CN(C12CC2)C(=O)OC(C)(C)C)C2=CC(=CC=C2)F |r|